C1=CC=CC=2C3=CC=CC=C3C(CC12)CC(=O)N(C)C (-)-2-(9,10-Dihydrophenanthren-9-yl)-N,N-dimethylacetamide